(S)-4-(benzylcarbamoyl)-1-(5H-dibenzo[b,f]azepine-5-carbonyl)piperazine-2-carboxylic acid C(C1=CC=CC=C1)NC(=O)N1C[C@H](N(CC1)C(=O)N1C2=C(C=CC3=C1C=CC=C3)C=CC=C2)C(=O)O